(benzo[d]isoxazol-3-yl)-2,6-dimethoxybenzenesulfonamide O1N=C(C2=C1C=CC=C2)C=2C(=C(C(=CC2)OC)S(=O)(=O)N)OC